acryloxytetradecyldiiodomethylsilane C(C=C)(=O)OCCCCCCCCCCCCCC[SiH2]C(I)I